C(CCCCC)(=O)OC[C@@H](OC(CCCCC)=O)COP(=O)(O)O 1,2-Dihexanoyl-sn-glycero-3-phosphate